(R)-2-(((TERT-BUTYLDIPHENYLSILYL)OXY)METHYL)BUT-3-ENE-1-SULFONAMIDE [Si](C1=CC=CC=C1)(C1=CC=CC=C1)(C(C)(C)C)OC[C@H](CS(=O)(=O)N)C=C